C1(CC1)C1=C(C=C(C(=O)N2[C@@H](CC(C2)(F)F)C(=O)N)C=C1)C=1C=NC(=CC1)F 1-[4-cyclopropyl-3-(6-fluoropyridin-3-yl)benzoyl]-4,4-difluoro-L-prolinamide